COC(C1=C(C=C2C3(CC(N(C2=N1)C(=O)OC(C)(C)C)C3)F)CNCCCCO)OC tert-butyl 7-(dimethoxymethyl)-4-fluoro-6-(((4-hydroxybutyl) amino) methyl)-3,4-dihydro-2,4-methylene-1,8-naphthyridine-1(2H)-carboxylate